CC1=NNC(=C1OC1CC(CC1)C1=CC(=NN1)NC=1C=CC2=C(CNS2(=O)=O)C1F)C 5-((5-(3-((3,5-dimethyl-1H-pyrazol-4-yl)oxy)cyclopentyl)-1H-pyrazol-3-yl)amino)-4-fluoro-2,3-dihydrobenzo[d]isothiazole 1,1-dioxide